O1CCC(CC1)CNC(CCCCCCCC(=O)OCCC(CCCCC)CCCCC)CCCCCCCC(=O)OCCC(CCCCC)CCCCC bis(3-pentyloctyl) 9-(((tetrahydro-2H-pyran-4-yl)methyl)amino)heptadecanedioate